Ethyl 2-(1-ethylpyrazol-4-yl)pyrazolo[1,5-a]pyrimidine-3-carboxylate C(C)N1N=CC(=C1)C1=NN2C(N=CC=C2)=C1C(=O)OCC